bis(4-methylphenylsulfonyl)methane CC1=CC=C(C=C1)S(=O)(=O)CS(=O)(=O)C1=CC=C(C=C1)C